C(C1=CC=CC=C1)OC1=C(C=C(C=C1N(C)C)Br)CO [2-(benzyloxy)-5-bromo-3-(dimethylamino)phenyl]methanol